2-((1-isopropyl-1H-pyrazolo[4,3-c]pyridin-6-yl)amino)-4-(piperazin-1-yl)pyrimidine-5-carboxamide C(C)(C)N1N=CC=2C=NC(=CC21)NC2=NC=C(C(=N2)N2CCNCC2)C(=O)N